CC1=C(N=CS1)N1[C@H]([C@H](CC1)NS(=O)(=O)C)CO[C@@H]1CC[C@@H](CC1)C1=CC=CC=C1 N-((2R,3S)-1-(5-methylthiazol-4-yl)-2-((((CIS)-4-phenylcyclohexyl)oxy)methyl)pyrrolidin-3-yl)methanesulfonamide